9-aminononyl-(triphenyl)phosphine bromide [Br-].NCCCCCCCCCP(C1=CC=CC=C1)(C1=CC=CC=C1)C1=CC=CC=C1